(R)-N-(5-cyano-5-azaspiro[2.4]heptan-7-yl)-5-(2-phenoxyphenyl)-1H-pyrazole-3-carboxamide C(#N)N1CC2(CC2)[C@H](C1)NC(=O)C1=NNC(=C1)C1=C(C=CC=C1)OC1=CC=CC=C1